Racemic-2-oxo-N-(1H-pyrazolo[3,4-c]pyridin-4-yl)-2-[(2R,5S)-5-methyl-2-[2-(1-methyl-2-oxo-4-piperidyl)-1,3-benzothiazol-5-yl]-1-piperidyl]acetamide O=C(C(=O)NC1=C2C(=CN=C1)NN=C2)N2[C@H](CC[C@@H](C2)C)C=2C=CC1=C(N=C(S1)[C@H]1CC(N(CC1)C)=O)C2 |&1:29|